CC1=NC=C(C=N1)NC(=O)C1=CN2C3=CC=CC=C3SC2=N1 N-(2-methylpyrimidin-5-yl)-7-thia-2,5-diazatricyclo[6.4.0.02,6]dodeca-1(12),3,5,8,10-pentaene-4-carboxamide